Cl.CNC Methylmethylamine Hydrochloride Salt